N-(1-methylpiperidin-4-yl)-4-[8-(prop-2-enamido)naphthalen-2-yl]-1,3-thiazole-2-carboxamide CN1CCC(CC1)NC(=O)C=1SC=C(N1)C1=CC2=C(C=CC=C2C=C1)NC(C=C)=O